ClC=1C=C(C=C2C(=C(C=NC12)C#N)NCC(C)(C)C)N[C@H](C=1N=NN(C1)C1(COC1)CO)C=1C(=NC(=CC1)F)C (S)-8-chloro-6-(((6-fluoro-2-methylpyridin-3-yl)(1-(3-(hydroxymethyl)oxetan-3-yl)-1H-1,2,3-triazol-4-yl)methyl)amino)-4-(neopentylamino)quinoline-3-carbonitrile